(2E)-4-methyldodeca-2,4-dienal CC(/C=C/C=O)=CCCCCCCC